CN1C(C=CC2=C1N=CN=C2)=O 8-methylpyrido[2,3-d]pyrimidin-7(8H)-one